(3-(4-(5-(2,3-dihydro-1H-inden-4-yl)-6-methoxy-1H-pyrazolo[4,3-b]pyridin-3-yl)-1H-pyrazol-1-yl)azetidin-1-yl)-2-(dimethylamino)-2-methylpropan-1-one C1CCC2=C(C=CC=C12)C1=C(C=C2C(=N1)C(=NN2)C=2C=NN(C2)C2CN(C2)C(C(C)(C)N(C)C)=O)OC